(((9H-fluoren-9-yl)methoxy)carbonyl)(sulfo)-D-alanine C1=CC=CC=2C3=CC=CC=C3C(C12)COC(=O)N([C@H](C)C(=O)O)S(=O)(=O)O